C(C)OC=1C=CNC(C1)=O 4-ethoxy-6-oxo-1,6-dihydropyridine